FC(C=1N=C(SC1)C1=CN=C2N1N=C(C=C2)NC2CCC(CC2)C(C)(C)O)(F)F 2-((1r,4r)-4-((3-(4-(trifluoromethyl)thiazol-2-yl)imidazo[1,2-b]pyridazin-6-yl)amino)cyclohexyl)propan-2-ol